C12C=CC(C(C1)CN1C[C@@H]3[C@H](C1)CC(C3)NC=3N=NC(=CC3)C=3C(=NN(C3)C)C)C2 (3aR,5s,6aS)-2-(5-bicyclo[2.2.1]hept-2-enylmethyl)-N-[6-(1,3-dimethylpyrazol-4-yl)pyridazin-3-yl]-3,3a,4,5,6,6a-hexahydro-1H-cyclopenta[c]pyrrol-5-amine